4-fluoro-1-methyl-5-(4,4,5,5-tetramethyl-1,3,2-dioxaborolan-2-yl)-1H-indazole FC1=C2C=NN(C2=CC=C1B1OC(C(O1)(C)C)(C)C)C